(2R)-2-(6-{5-chloro-2-[(oxan-4-yl)amino]pyridin-4-yl}-1-oxo-2,3-dihydro-1H-isoindol-2-yl)-N-[(1S)-2-hydroxy-1-(3-methylphenyl)ethyl]propanamide ClC=1C(=CC(=NC1)NC1CCOCC1)C1=CC=C2CN(C(C2=C1)=O)[C@@H](C(=O)N[C@H](CO)C1=CC(=CC=C1)C)C